Cl.COC1=CC=C(CN2N=C(C=C(C2=O)C(F)(F)F)C2NCCC2)C=C1 2-(4-methoxybenzyl)-6-(pyrrolidin-2-yl)-4-(trifluoromethyl)pyridazin-3(2H)-one hydrochloride